OCCOC1=C(C=CC=C1)C(C)C1=C(C=CC=C1)OCCO 1,1-bis{(2-hydroxyethoxy)phenyl}ethane